ClC1=CC=2N(C3=CC=CC=C3SC2C=C1)CCCN(C)C 3-(2-Chlorophenothiazin-10-yl)-N,N-dimethylpropan-1-amine